2-(Pyridin-2-yl)morpholine-5,5-d2 N1=C(C=CC=C1)C1CNC(CO1)([2H])[2H]